N[C@@H]1C[C@H](CC1)NC=1N=CC2=C(N1)C(=NC(=C2)C#N)NC(C)C 2-(((1S,3S)-3-aminocyclopentyl)amino)-8-(isopropylamino)pyrido[3,4-d]pyrimidine-6-carbonitrile